N-(4-methoxyphenyl)-6-morpholin-4-yl-N1-phenyl-[1,3,5]triazine-2,4-diamine hydrochloride Cl.COC1=CC=C(C=C1)NC1N(C(=NC(=N1)N)N1CCOCC1)C1=CC=CC=C1